FC(C=1C=CC=2N(C1)C(=CN2)C2=NSC(=N2)N2C[C@H](OCC2)CNS(=O)(=O)C)F (S)-N-((4-(3-(6-(difluoromethyl)imidazo[1,2-a]pyridin-3-yl)-1,2,4-thiadiazol-5-yl)morpholin-2-yl)methyl)methanesulfonamide